4-{6-[2-(4-methoxy-2,7-dimethyl-indol-1-yl)-ethylamino]-pyrimidin-4-yl}-benzoic acid COC1=C2C=C(N(C2=C(C=C1)C)CCNC1=CC(=NC=N1)C1=CC=C(C(=O)O)C=C1)C